4-(5-(3-methyl-1H-pyrazol-4-yl)benzo[d]oxazol-2-yl)picolinic acid CC1=NNC=C1C=1C=CC2=C(N=C(O2)C2=CC(=NC=C2)C(=O)O)C1